C(C)N(C\C(=C/C1=C(C=CC(=C1)F)S(=O)(=O)NC1=C(C2=C([C@@H]3[C@H](CO2)C3)C=C1)C(=O)O)\C)CC |r| (1aRS,7bSR)-5-[2-((Z)-3-diethylamino-2-methylprop-1-enyl)-4-fluorobenzene-sulfonylamino]-1,1a,2,7b-tetrahydrocyclopropa[c]benzopyran-4-carboxylic acid